O[C@]1([C@@H](O)[C@@H](O)[C@H](O)[C@@H](O1)CO)C[O-] alpha-L-gulonate